C(O)(O)=O.ClC(Cl)Cl trichloromethane carbonate